nonyl (18Z,21Z)-9-aminoheptacosa-18,21-dienoate NC(CCCCCCCC(=O)OCCCCCCCCC)CCCCCCCC\C=C/C\C=C/CCCCC